ClC=1C(=CC(=NC1)NC(CC=1C=NC(=CC1)N1CCN(CC1)C#N)=O)OC N-(5-chloro-4-methoxypyridin-2-yl)-2-(6-(4-cyanopiperazin-1-yl)pyridin-3-yl)acetamide